CC=1C=CC(=C(C1)B(O)O)OCC1=CC=NC=C1 [5-METHYL-2-(PYRIDIN-4-YLMETHOXY)PHENYL]BORANEDIOL